acetamide, hydrochloride Cl.C(C)(=O)N